[N+](=O)([O-])C=1C(=C2C(=NC1)N(C=C2)S(=O)(=O)C2=CC=CC=C2)NC2N(CCC2)C(=O)[O-] ((5-nitro-1-(phenylsulfonyl)-1H-pyrrolo[2,3-b]pyridin-4-yl)amino)pyrrolidine-1-carboxylate